(3,5-di-t-butyl-4-hydroxybenzyl) propionate C(CC)(=O)OCC1=CC(=C(C(=C1)C(C)(C)C)O)C(C)(C)C